N1=CN=C(C=C1)NC(=O)N1CC(C1)OC1=NC=C(C=C1)C1=CC(=CC=C1)OCCOC 3-{5-[3-(2-Methoxy-ethoxy)-phenyl]-pyridin-2-yloxy}-azetidine-1-carboxylic acid pyrimidin-4-ylamide